N-benzyl-6-((3-(1,1,1,5,5,5-hexamethyl-3-((trimethylsilyl)oxy)trisiloxan-3-yl)propyl)amino)-N,N-dimethyl-6-oxohexan-1-aminium bromide [Br-].C(C1=CC=CC=C1)[N+](CCCCCC(=O)NCCC[Si](O[Si](C)(C)C)(O[Si](C)(C)C)O[Si](C)(C)C)(C)C